O=C1NC(CCC1N1C(OC2=C1C=CC(=C2)C2CCN(CC2)CC(=O)NC2=CC1=CC(=C(C(=C1C=C2)F)N2S(NC(C2)=O)(=O)=O)O)=O)=O 2-[4-[3-(2,6-dioxo-3-piperidyl)-2-oxo-1,3-benzoxazol-6-yl]-1-piperidyl]-N-[5-fluoro-7-hydroxy-6-(1,1,4-trioxo-1,2,5-thiadiazolidin-2-yl)-2-naphthyl]acetamide